methylergoline CC1C[C@H]2[C@@H](CC3=CNC4=CC=CC2=C34)NC1